ClC1=CC2=C(N(C(N2C2CCN(CC2)C)=O)CC2=NC=C(C=C2)C=2OC(=NN2)C(F)F)C=C1Cl 5,6-dichloro-1-((5-(5-(difluoromethyl)-1,3,4-oxadiazol-2-yl)pyridin-2-yl)methyl)-3-(1-methylpiperidin-4-yl)-1,3-dihydro-2H-benzo[d]imidazol-2-one